8-(2-chlorophenyl)-7-(4-chlorophenyl)-1-[(2,2-dimethyl-1,3-dioxolan-4-yl)methyl]Purine-2,6-dione ClC1=C(C=CC=C1)C1=NC=2NC(N(C(C2N1C1=CC=C(C=C1)Cl)=O)CC1OC(OC1)(C)C)=O